(6-((2,3'-difluoro-[1,1'-biphenyl]-3-yl)methyl)-5-(2,2-difluoropropionyl)-5-azaspiro[2.4]heptan-7-yl)methanesulfonamide FC1=C(C=CC=C1CC1N(CC2(CC2)C1CS(=O)(=O)N)C(C(C)(F)F)=O)C1=CC(=CC=C1)F